FC1=C(C#N)C(=CC=C1N1[C@H](CCC1)CO)[N+](=O)[O-] (R)-2-fluoro-3-(2-(hydroxymethyl)pyrrolidin-1-yl)-6-nitrobenzonitrile